BrC=1C=CC(=NC1)C1(COC1)N1N=NC(=C1)C=1C=NC=C(C1)C1CC1 5-bromo-2-(3-(4-(5-cyclopropylpyridin-3-yl)-1H-1,2,3-triazol-1-yl)oxetan-3-yl)pyridine